dideuteroamino alcohol [2H]N([2H])O